(4-chlorobutyryl)-2,2-dimethyl-1,3-dioxane-4,6-dione ClCCCC(=O)C1C(OC(OC1=O)(C)C)=O